COC=1C=C(C=CC1OC)C1=CC=NC=2N1N=C(C2)C(=O)NC2=CC=C(C=C2)N2CCN(CC2)CC 7-(3,4-dimethoxyphenyl)-N-(4-(4-ethylpiperazin-1-yl)phenyl)pyrazolo[1,5-a]pyrimidine-2-carboxamide